4-cyclopropyl-N-[(S)-(4,4-difluorocyclohexyl){5-[(1S)-1-(2,2-difluoropropylcarbamoyl)-3,3-difluoropropyl]-4-fluoro-1H-benzimidazol-2-yl}methyl]-1,2,5-oxadiazole-3-carboxamide C1(CC1)C=1C(=NON1)C(=O)N[C@H](C1=NC2=C(N1)C=CC(=C2F)[C@H](CC(F)F)C(NCC(C)(F)F)=O)C2CCC(CC2)(F)F